C1(=CC=CC=C1)NC1=CC=C(C=C1)O 4-(phenylamino)phenol